2-(1-methylpyrazol-5-yl)-1-(pyridin-3-ylmethyl)benzimidazole CN1N=CC=C1C1=NC2=C(N1CC=1C=NC=CC1)C=CC=C2